cyclopentadienylruthenium(ii) trifluoromethanesulfonate FC(S(=O)(=O)[O-])(F)F.C1(C=CC=C1)[Ru+]